pyrazolo[3,4,5-kl]acridin-2(6H)-propylamine N=1N(C=2C=CC=C3NC=4C=CC=CC4C1C23)CCCN